1-Butyl-2-(naphthalen-1-yl)-N-neopentyl-1H-benzo[d]imidazol-4-amine C(CCC)N1C(=NC2=C1C=CC=C2NCC(C)(C)C)C2=CC=CC1=CC=CC=C21